[Si](C)(C)(C(C)(C)C)OCCN1CCC(CC1)C=1C=C(C2=C(NC(=N2)NC=2N=NC3=C(N2)C=CC(=C3)C(F)(F)F)C1)F N-(6-(1-(2-((tert-butyldimethylsilyl)oxy)ethyl)piperidin-4-yl)-4-fluoro-1H-benzo[d]imidazol-2-yl)-7-(trifluoromethyl)benzo[e][1,2,4]triazin-3-amine